3-(([(2-METHYL-4-OXOPENTAN-3-YL)CARBAMOYL]METHYL)SULFANYL)PROPANOIC ACID CC(C)C(C(C)=O)NC(=O)CSCCC(=O)O